(1R,3S)-3-(3-amino-1-(tert-butyl)-1H-pyrazol-5-yl)cyclopentan-1-ol NC1=NN(C(=C1)[C@@H]1C[C@@H](CC1)O)C(C)(C)C